[Si](C)(C)(C(C)(C)C)O[C@H]1[C@@H](O[C@@H]([C@H]1OC[N+](=O)[O-])CO[Si](C)(C)C(C)(C)C)N1C(NC(C=C1)=O)=O 1-((2R,3R,4R,5R)-3-((tert-butyldimethylsilyl)oxy)-5-(((tert-butyldimethylsilyl)oxy)methyl)-4-(nitromethoxy)tetrahydrofuran-2-yl)pyrimidine-2,4(1H,3H)-dione